ClC=1C=CC(=C(C1)[C@H]1C[C@H](C1)NC(=O)C=1N=NN(C1)[C@H](C)C=1C=NC(=C(C1)C)N1C([C@@H]2C[C@@H]2C1)=O)C#N N-((cis)-3-(5-chloro-2-cyanophenyl)cyclobutyl)-1-((R)-1-(5-methyl-6-((1R,5S)-2-oxo-3-azabicyclo[3.1.0]hexan-3-yl)pyridin-3-yl)ethyl)-1H-1,2,3-triazole-4-carboxamide